S([C@@H]1[C@H](O)[C@@H](O)[C@@H](O)[C@H](O1)CO)C methyl 1-thio-α-D-galactopyranoside